C(#N)C[C@H](CC(=O)N(C)C=1SC(=C(N1)C)C(=O)OC(C)C)NC(=O)C1=CC(=CC=C1)C1=NOC(=N1)C Propan-2-yl 2-[(3R)-4-cyano-N-methyl-3-{[3-(5-methyl-1,2,4-oxadiazol-3-yl)phenyl]-formamido}butanamido]-4-methyl-1,3-thiazole-5-carboxylate